4-((2r,4r)-2-(3-cyclopropyl-1,2,4-oxadiazol-5-yl)-6,9-dioxo-5-(4-(trifluoromethyl)benzyl)-5,8-diazaspiro[3.5]nonan-8-yl)-3-fluorobenzonitrile C1(CC1)C1=NOC(=N1)C1CC2(C1)N(C(CN(C2=O)C2=C(C=C(C#N)C=C2)F)=O)CC2=CC=C(C=C2)C(F)(F)F